N,N-Dimethyl-2-(4-(6-methyl-5-(8-methyl-[1,2,4]triazolo[1,5-a]pyridin-6-yl)-2-oxo-2,3-dihydro-1H-benzo[d]imidazol-1-yl)piperidin-1-yl)acetamid CN(C(CN1CCC(CC1)N1C(NC2=C1C=C(C(=C2)C=2C=C(C=1N(C2)N=CN1)C)C)=O)=O)C